C[Si](C#CC=1N=C(SC1)NC(O)=O)(C)C.P1=CCCC1 phosphoLin [4-(2-trimethylsilylethynyl)thiazol-2-yl]carbamate